OCC(C)(C)NC(=O)C=1C=2C[C@H]3[C@@H](C2N(N1)C1=NC=C(C=C1)C=1C=C(C=CC1)C)C3 (1aS,5aS)-2-(5-m-Tolyl-pyridin-2-yl)-1a,2,5,5a-tetrahydro-1H-2,3-diaza-cyclopropa[a]pentalene-4-carboxylic acid (2-hydroxy-1,1-dimethyl-ethyl)-amide